(R)-N-(6-(3-((5-chloro-4-ethoxypyrimidin-2-yl)amino)pyrrolidine-1-carbonyl)pyridin-3-yl)acrylamide ClC=1C(=NC(=NC1)N[C@H]1CN(CC1)C(=O)C1=CC=C(C=N1)NC(C=C)=O)OCC